FC1=C(C=C(C=C1)NC(=O)C1=C(N(C(=C1C)C(C(=O)NC1(CCCC1)CN1CCOCC1)=O)C)C)C N-(4-fluoro-3-methylphenyl)-1,2,4-trimethyl-5-(2-((1-(morpholinomethyl)cyclopentyl)amino)-2-oxoacetyl)-1H-pyrrole-3-carboxamide